CC1=C(C(NC(=C1)C)=O)CN1C(C=2C(=C3C(=C(C2CC1)C#C)OC(O3)(C)C31CCC(CC3)(CC1)N(C)C)C)=O 6-((4,6-dimethyl-2-oxo-1,2-dihydropyridin-3-yl)methyl)-2-(4-(dimethylamino)bicyclo[2.2.2]octan-1-yl)-9-ethynyl-2,4-dimethyl-7,8-dihydro-[1,3]dioxolo[4,5-g]isoquinolin-5(6H)-one